hydroxymethylcytosine C1=CN(C(=O)N=C1N)CO